O=C1NC=C(C=C1C(=O)O)C1=CC(=CC=C1)C(NC1=CC=C(C=C1)OCCC1=CC=CC=C1)=O 2-oxo-5-(3-((4-phenethoxyphenyl)carbamoyl)phenyl)-1,2-dihydropyridine-3-carboxylic acid